6-({3-[(1S,3R)-3-hydroxycyclopentyl]-1-(2-methylpropan-2-yl)pyrazol-5-yl}amino)-3-methyl-2,3-dihydrobenzo[d][1,3]oxazol-2-one O[C@H]1C[C@H](CC1)C1=NN(C(=C1)NC1=CC2=C(N(C(O2)=O)C)C=C1)C(C)(C)C